ClC1=NC2=CC=CC=C2C(=N1)C1=CC=CC=2OC3=C(C21)C=CC=C3 2-chloro-4-(1-dibenzofuranyl)quinazoline